CC=1N=C(N=NC1C)N[C@@H]1C[C@H](CC1)NC(OC(C)(C)C)=O tert-Butyl ((1S,3S)-3-((5,6-dimethyl-1,2,4-triazin-3-yl)amino)cyclopentyl)carbamate